ClC1=CC(=C(C=C1)N1C2CNC(C1)CC2)F 5-(4-chloro-2-fluorophenyl)-2,5-diazabicyclo[2.2.2]octan